1-((3,7-dimethyloct-6-en-1-yl)oxy)undec-1-ene CC(CCOC=CCCCCCCCCC)CCC=C(C)C